C(C)(=O)[C@](N)(CCCCNC(=O)OCC1=CC=CC=C1)C(=O)O 2-acetyl-N6-[(benzyloxy)carbonyl]-L-lysine